(1S,2S)-N-(6-(7-(cyclopropyl(1,3-dioxoisoindolin-2-yl)methyl)-5-(difluoromethyl)-6-fluoro-1H-indazol-4-yl)imidazo[1,2-a]pyrazin-2-yl)-2-fluorocyclopropane-1-carboxamide C1(CC1)C(C=1C(=C(C(=C2C=NNC12)C=1N=CC=2N(C1)C=C(N2)NC(=O)[C@H]2[C@H](C2)F)C(F)F)F)N2C(C1=CC=CC=C1C2=O)=O